(4R)-2-(2-chloroethyl)-4-fluoropyrrolidine-1,2-dicarboxylic acid 1-(tert-butyl) 2-methyl ester COC(=O)C1(N(C[C@@H](C1)F)C(=O)OC(C)(C)C)CCCl